FC(CN1N=CC=2C1=NC(=CN2)N2CC1(CN(C1)S(=O)(=O)C1=CC(=CC=C1)F)CC2)F 6-[1-(2,2-difluoroethyl)-1H-pyrazolo[3,4-b]pyrazin-6-yl]-2-(3-fluorobenzenesulfonyl)-2,6-diazaspiro[3.4]octane